ClC1=CC=C2C(=CNC2=C1C1=NC(=CN=C1)C)S(=O)(=O)NC1=NC(=C(C(=N1)OC)CC(F)F)OC 6-chloro-N-[5-(2,2-difluoroethyl)-4,6-dimethoxy-pyrimidin-2-yl]-7-(6-methylpyrazin-2-yl)-1H-indole-3-sulfonamide